ClC1=C(OCC=2OC(=CN2)CC2CCN(CC2)CC2=NC=3C(=NC(=CC3)C(=O)O)N2CC2=CN=CN2CC)C=CC(=C1)Cl 2-{[4-({2-[(2,4-dichlorophenoxy)methyl]-1,3-oxazol-5-yl}methyl)piperidin-1-yl]methyl}-3-[(1-ethyl-1H-imidazol-5-yl)methyl]-3H-imidazo[4,5-b]pyridine-5-carboxylic acid